3-((4-ethyl-4H-1,2,4-triazol-3-yl)fluoromethyl)oxetan C(C)N1C(=NN=C1)C(C1COC1)F